(S)-3-((R)-1-hydroxyethyl)piperidin O[C@H](C)[C@@H]1CNCCC1